2-amino-N-(1-isopropyl-5-methyl-1H-pyrazol-3-yl)benzamide NC1=C(C(=O)NC2=NN(C(=C2)C)C(C)C)C=CC=C1